tert-butyl 2-(2-hydroxypropan-2-yl)thiazol-5-ylsulfinylcarbamate OC(C)(C)C=1SC(=CN1)S(=O)NC(OC(C)(C)C)=O